(1S,2S,5R)-N-(2-(2-(dimethylamino)ethoxy)phenethyl)-1-hydroxy-2-isopropyl-5-methylcyclohexane-1-carboxamide CN(CCOC1=C(CCNC(=O)[C@]2([C@@H](CC[C@H](C2)C)C(C)C)O)C=CC=C1)C